CN1C(=NN=C1C1=NC=NC=C1)CNC=1C=C(C(=O)N[C@H](C)C=2C=C(OCCCCCCOCCOCCOCCCCCC(=O)OC)C=CC2)C=CC1 (R)-methyl 6-(2-(2-((6-(3-(1-(3-(((4-methyl-5-(pyrimidin-4-yl)-4H-1,2,4-triazol-3-yl)methyl)amino)benzamido)ethyl)phenoxy)hexyl)oxy)ethoxy)ethoxy)hexanoate